tert-butyl 6-(3-((R)-4-(((4aS*,7aR*)-hexahydrofuro[3,4-b]pyrazin-1(2H)-yl)methyl)-2,2-dimethylpiperidin-1-yl)-5-methyl-1H-pyrazol-1-yl)-2-azaspiro[3.3]heptane-2-carboxylate N1([C@@H]2[C@H](NCC1)COC2)C[C@H]2CC(N(CC2)C2=NN(C(=C2)C)C2CC1(CN(C1)C(=O)OC(C)(C)C)C2)(C)C |o1:1,2|